C1NC=CC2=CC=CC=C12 dihydro-isoquinoline